C(C)N([P@](OC1C2=CC=CC=C2C=2C=CC=CC12)(=O)C1=CC=CC=C1)CC 9H-Fluoren-9-yl (S)-N,N-diethyl-P-phenylphosphonamidate